COC1=C(C=C(C=C1)N1C(CCC1)=O)S(=O)(=O)NC(=O)C1=NC2=CC=CC(=C2C=C1)N1N=CC=C1 N-((2-methoxy-5-(2-oxopyrrolidin-1-yl)phenyl)sulfonyl)-5-(1H-pyrazol-1-yl)quinoline-2-carboxamide